NC=1N(C(C=2C=CC(=NC2C1C(=O)N)C1=NC=CC(=C1)C)=O)C1=C(C(=CC=C1C)O)C 7-amino-6-(3-hydroxy-2,6-dimethylphenyl)-2-(4-methylpyridin-2-yl)-5-oxo-5,6-dihydro-1,6-naphthyridine-8-carboxamide